2,2'-(4-(2-carboxybenzyl)-1,4,7,10-tetraazacyclododecane-1,7-diyl)diacetic acid C(=O)(O)C1=C(CN2CCN(CCNCCN(CC2)CC(=O)O)CC(=O)O)C=CC=C1